NC1=NC=NN2C1=C(C=C2C#C)N2CC(CCC2)NC(=O)C=2SC(=CC2)Cl N-(1-(4-amino-7-ethynylpyrrolo[2,1-f][1,2,4]triazin-5-yl)piperidin-3-yl)-5-chlorothiophene-2-carboxamide